2-(Hydroxy-methyl)tetrahydro-furan-2-carboxylic acid OCC1(OCCC1)C(=O)O